[Br-].[Br-].[NH2+]1C=NC2=C1C=CC=C2.[NH2+]2C=NC1=C2C=CC=C1 1H-benzimidazolium dibromide